CN(C)CCCC N,N-dimethylbutylamine